5-(4-((1-(cyclopropylmethyl)-1H-pyrazol-5-yl)methoxy)phenyl)-2-oxo-6-(trifluoromethyl)-1,2-dihydropyridine-3-carboxamide C1(CC1)CN1N=CC=C1COC1=CC=C(C=C1)C=1C=C(C(NC1C(F)(F)F)=O)C(=O)N